(S)-1-(2-cyclopropyl-4-(8-((3-methyl-4-((1-methyl-1H-benzo[d][1,2,3]triazol-5-yl)oxy)phenyl)amino)pyrimido[5,4-d]pyrimidin-2-yl)piperazin-1-yl)prop-2-en-1-one C1(CC1)[C@@H]1N(CCN(C1)C=1N=CC2=C(N1)C(=NC=N2)NC2=CC(=C(C=C2)OC2=CC1=C(N(N=N1)C)C=C2)C)C(C=C)=O